(1R,2S)-2-(3-{[(3S)-3-hydroxy-2,3-dihydro-1-benzofuran-7-yl]amino}-1H-indazol-6-yl)-5'-methoxyspiro[cyclopropane-1,3'-indol]-2'(1'H)-one O[C@@H]1COC2=C1C=CC=C2NC2=NNC1=CC(=CC=C21)[C@@H]2C[C@@]21C(NC2=CC=C(C=C12)OC)=O